(4-(2-methyl-1-phenyl-1H-benzimidazol-5-yl)phenyl)-3-(2-morpholinoethyl)urea CC1=NC2=C(N1C1=CC=CC=C1)C=CC(=C2)C2=CC=C(C=C2)NC(=O)NCCN2CCOCC2